phosphocaprolactone acrylate C(C=C)(=O)O.P(=O)(=O)C1C(=O)OCCCC1